tert-butyl 4-((4-ethoxy-5-((7-fluoro-2-methyl-2H-indazol-5-yl)carbamoyl)pyrimidin-2-yl)(methyl)amino)piperidine-1-carboxylate C(C)OC1=NC(=NC=C1C(NC1=CC2=CN(N=C2C(=C1)F)C)=O)N(C1CCN(CC1)C(=O)OC(C)(C)C)C